NC1CCN(CC1)C1=CC(=C(C(=N1)C1=CC(=C(C#N)C=C1)F)C1=CC(=C(C=C1)OC)F)OC 4-(6-(4-aminopiperidin-1-yl)-3-(3-fluoro-4-methoxyphenyl)-4-methoxypyridin-2-yl)-2-fluorobenzonitrile